N[C@H]1CN(C[C@@H](C1)F)C(=O)C=1C=CC=2N(C1)N=C(C2C)C=2N(C1=CC(=CC=C1C2)N2CCC(CC2)N(S(=O)(=O)C)C)CC2CC2 N-[1-(2-{6-[(3R,5R)-3-Amino-5-fluoropiperidine-1-carbonyl]-3-methylpyrazolo[1,5-a]pyridin-2-yl}-1-(cyclopropylmethyl)-1H-indol-6-yl)piperidin-4-yl]-N-methylmethanesulfonamide